((4-bromo-2-fluorophenyl)amino)-2-(2-hydroxyethyl)-7-methyl-3,4-dihydro-2,7-naphthyridine-1,6(2H,7H)-dione trifluoroacetate salt FC(C(=O)O)(F)F.BrC1=CC(=C(C=C1)NC1N(C(C2=CN(C(C=C2C1)=O)C)=O)CCO)F